COC=1C=C(C=CC1)NC(NC=1C=C(COC2=C(C(=O)N)C=CC=C2)C=CC1)=O 2-(3-(3-(3-methoxyphenyl)ureido)benzyloxy)benzamide